NC1=C(C(N(C2=CC(=C(C=C12)F)Br)C1=CC=C(C=C1)C(C)O)=O)C(=O)OC methyl 4-amino-7-bromo-6-fluoro-1-(4-(1-hydroxyethyl)phenyl)-2-oxo-1,2-dihydroquinoline-3-carboxylate